2-(3-methoxyphenyl)-2-(4,4-bis(4-methoxyphenyl)-1,3-butadienyl)-1,3-dithiane COC=1C=C(C=CC1)C1(SCCCS1)C=CC=C(C1=CC=C(C=C1)OC)C1=CC=C(C=C1)OC